(4-(1-(5-(2-((5,6-difluoro-2,3-dihydro-1H-inden-2-yl)amino)pyrimidin-5-yl)-1,3,4-oxadiazol-2-yl)pyrrolidin-3-yl)-1H-1,2,3-triazol-1-yl)methyl pivalate C(C(C)(C)C)(=O)OCN1N=NC(=C1)C1CN(CC1)C=1OC(=NN1)C=1C=NC(=NC1)NC1CC2=CC(=C(C=C2C1)F)F